N-methyl-N-[4-methyl-2-(3-pyridyl)thiazol-5-yl]-3-methylsulfanylpropionamide CN(C(CCSC)=O)C1=C(N=C(S1)C=1C=NC=CC1)C